6-[5-[2-cyclopropyl-6-(tetrahydropyran-4-ylmethoxy)pyridine-4-carbonyl]-1,3,4,6-tetrahydropyrrolo[3,4-c]pyrrole-2-carbonyl]pyridine-3-sulfonamide C1(CC1)C1=NC(=CC(=C1)C(=O)N1CC2=C(C1)CN(C2)C(=O)C2=CC=C(C=N2)S(=O)(=O)N)OCC2CCOCC2